N1=C(C=NC=C1)C1=NC=CC=N1 (pyrazin-2-yl)pyrimidin